CN1C(=C(C(C(=C1C)C(=O)O)C1=CC(=CC=C1)[N+](=O)[O-])C(=O)O)C methyl-2,6-dimethyl-4-(3-nitrophenyl)-1,4-dihydropyridine-3,5-dicarboxylic acid